4-O-(α-D-glucopyranosyl)-D-glucopyranose [C@H]1([C@H](O)[C@@H](O)[C@H](O)[C@H](O1)CO)O[C@H]1[C@@H]([C@H](C(O)O[C@@H]1CO)O)O